FC(OC1=CC=C(C=C1)C=1OC(=CN1)C=O)(F)F 2-(4-(trifluoromethoxy)phenyl)oxazole-5-formaldehyde